5-chloro-7-[(4-methoxyphenyl)methyl-amino]pyrazolo[1,5-a]pyrimidine-3-carboxylic acid ethyl ester C(C)OC(=O)C=1C=NN2C1N=C(C=C2NCC2=CC=C(C=C2)OC)Cl